N1C=CC2=CC=C(C=C12)NC(=O)NC=1C=CC2=C(OCC(N2CC=2C=NC=CC2)=O)C1 1-(1H-indol-6-yl)-3-(3-oxo-4-(pyridin-3-ylmethyl)-3,4-dihydro-2H-benzo[b][1,4]oxazin-7-yl)urea